allyl (R)-(2-((4-(tert-butyl)-3-fluorophenyl)amino)-1-(4-(methoxymethyl)phenyl)-2-oxoethyl)carbamate C(C)(C)(C)C1=C(C=C(C=C1)NC([C@@H](C1=CC=C(C=C1)COC)NC(OCC=C)=O)=O)F